[1-13C]leucine N[C@@H](CC(C)C)[13C](=O)O